OC(C)(C)C=1C(N(C=CC1[2H])C1=NC=C(C(=C1)C(=O)O)C)=O 3-(2-Hydroxy-prop-2-yl)-5'-methyl-2-oxo-2H-[1,2'-bipyridine]-4'-carboxylic acid-4-d